aluminum-cerium silicate [Si]([O-])([O-])([O-])[O-].[Ce+3].[Al+3]